8-fluoro-1,3,4,5-tetrahydro-2H-benzo[b][1,4]diazepin-2-one FC=1C=CC2=C(NC(CCN2)=O)C1